C(C(C)C)(=O)OCCCC(C)C Isohexyl isobutyrate